6-bromo-7-methoxy-2,8-dimethylimidazo[1,2-a]pyridine BrC=1C(=C(C=2N(C1)C=C(N2)C)C)OC